fumaric acid, stearyl-fumarate salt C(CCCCCCCCCCCCCCCCC)/C(/C(=O)O)=C\C(=O)O.C(\C=C\C(=O)O)(=O)O